9,10,13-trihydroxy-11-octadecenoic acid OC(CCCCCCCC(=O)O)C(C=CC(CCCCC)O)O